BrC(C=1OC2=C(N1)C=C(C=C2)C(C)(C)C)(F)F 2-(bromodifluoromethyl)-5-tert-butylbenzoxazole